O1C(=COCC1)C1=CC(=C(C=C1)NCC1=CC=C(C=C1)CN1[C@@H]([C@H]([C@@H]([C@H](C1)O)O)O)CO)[N+](=O)[O-] (2R,3R,4R,5S)-1-{[4-({[4-(5,6-dihydro-1,4-dioxin-2-yl)-2-nitrophenyl]amino}methyl)phenyl]methyl}-2-(hydroxymethyl)piperidine-3,4,5-triol